2-(cyclopropoxy)-5-fluoro-6-iodo-3-(2-methoxyethoxymethoxy)benzonitrile C1(CC1)OC1=C(C#N)C(=C(C=C1OCOCCOC)F)I